1,3-bis(3-(2-hydroxyethoxy)propyl)tetramethyl-disiloxane OCCOCCC[Si](O[Si](CCCOCCO)(C)C)(C)C